N-(p-toluenesulfonyl)-L-alanylisopropanol CC1=CC=C(C=C1)S(=O)(=O)N[C@@H](C)C(=O)C(C)(C)O